(4-bromobenzoylamino)-5-(5-nitrothiophen-2-yl)methyleneaminothiophene-3,4-dicarboxylic acid diethyl ester C(C)OC(=O)C1=C(SC(=C1C(=O)OCC)N=CC=1SC(=CC1)[N+](=O)[O-])NC(C1=CC=C(C=C1)Br)=O